C1(CC1)C1=C(C=CC(=C1)C(F)(F)F)NC(C(C)(C)N1N=CC2=C1CN(C2)C(=O)OC(C)(C)C)=O tert-butyl 1-(1-((2-cyclopropyl-4-(trifluoromethyl)phenyl)amino)-2-methyl-1-oxopropan-2-yl)-4,6-dihydropyrrolo[3,4-c]pyrazole-5(1H)-carboxylate